FC(C1=CC=C(C=C1)N=C=S)(F)F 4-trifluoromethylphenyl isothiocyanate